tert-butyl N-[2-[2,4-dichloro-6-(1,3,4,5-tetrahydrobenzo[cd]indol-4-ylamino)pyrimidin-5-yl]oxyethyl]carbamate ClC1=NC(=C(C(=N1)Cl)OCCNC(OC(C)(C)C)=O)NC1CC=2C=3C(=CNC3C=CC2)C1